5-[1-(5,6-dihydro-4H-pyrrolo[1,2-b]pyrazole-2-carbonyl)-5-methyl-piperidin-3-yl]-quinoline-8-carbonitrile N=1N2C(=CC1C(=O)N1CC(CC(C1)C)C1=C3C=CC=NC3=C(C=C1)C#N)CCC2